FC(C(C(C(F)(F)F)(C(F)(F)F)F)F)F 1,1,2,3,4,4,4-heptafluoro-3-(trifluoromethyl)butane